FC(CCS(=O)(=O)NC1=C(C=C(C=C1)C1=NC=2C=NC(=NC2N(C1=O)C(C)C)N[C@@H]1CNC[C@H](C1)F)F)(F)F 3,3,3-trifluoro-N-(2-fluoro-4-[2-[[(3S,5S)-5-fluoro-3-piperidyl]-amino]-8-isopropyl-7-oxo-pteridin-6-yl]-phenyl)propane-1-sulfonamide